3-(1-oxo-6-(3-oxoazetidin-1-yl)-3,4-dihydroisoquinolin-2(1H)-yl)piperidin-2,6-dione O=C1N(CCC2=CC(=CC=C12)N1CC(C1)=O)C1C(NC(CC1)=O)=O